2-(4,6-difluorophenyl)picolinic acid iridium (III) [Ir+3].FC1=CC=C(C(=C1)F)C1(NC=CC=C1)C(=O)O